COC=1C=CC=C2C=CN(C12)C(=O)[O-] 7-methoxy-1H-indole-1-carboxylate